2-[5-ethylsulfonyl-6-[2-oxo-1-(2,2,3,3,3-pentafluoropropyl)-4H-pyrido[3,4-d][1,3]oxazin-6-yl]-3-pyridyl]-2-methyl-propanenitrile C(C)S(=O)(=O)C=1C=C(C=NC1C1=CC2=C(N(C(OC2)=O)CC(C(F)(F)F)(F)F)C=N1)C(C#N)(C)C